CC=1N=C2N(C(=NC=3C=C(C=CC23)C(=O)OC)NC2CCOCC2)C1 Methyl 2-methyl-5-((tetrahydro-2H-pyran-4-yl)amino)imidazo[1,2-c]quinazoline-8-carboxylate